7-fluoro-6-(1-(8-isopropyl-8-azabicyclo[3.2.1]oct-3-yl)piperidin-4-yl)-1-methyl-2-(4-(methylsulfonyl)phenyl)-1H-benzo[d]imidazole FC1=C(C=CC2=C1N(C(=N2)C2=CC=C(C=C2)S(=O)(=O)C)C)C2CCN(CC2)C2CC1CCC(C2)N1C(C)C